N-[6-(8-Cyclopentyl-6-hydroxymethyl-7-oxo-7,8-dihydro-pyrido[2,3-d]pyrimidin-2-ylamino)-pyridin-3-yl]-methanesulfonamide C1(CCCC1)N1C(C(=CC2=C1N=C(N=C2)NC2=CC=C(C=N2)NS(=O)(=O)C)CO)=O